7-butyl-5-[(3-hydroxyphenyl)methyl]-5H,6H,7H,8H,9H,10H-cyclohepta[b]indole-4-carboxylic acid C(CCC)C1CCCC2=C(N(C3=C(C=CC=C23)C(=O)O)CC2=CC(=CC=C2)O)C1